CC=1C=C(C=C(C1C=1CCN(CC1)C)C)C1=CC=CN1 5-(3,5-Dimethyl-4-(1-methyl-1,2,3,6-tetrahydropyridin-4-yl)phenyl)-1H-pyrrole